C[N+]1(CC=CC=C1)C(=O)[O-] 1-methylpyridinium-carboxylate